C(OC=1C(NC2(C1C1=C(C=CC(=C1)C)C)CCC(CC2)OC)=O)([O-])=O (4-(2,5-dimethylphenyl)-8-methoxy-2-oxo-1-azaspiro[4.5]dec-3-en-3-yl) carbonate